FS(=N)F.C(C)N(CC)CC triethylamine difluorosulfimide salt